COC[C@@H]1N(CCN(C1)C(C1=CC=CC=C1)(C1=CC=CC=C1)C1=CC=CC=C1)C1=NC(=NC=2CC3(CCC12)CCCC1=CC=C(C=C13)O)OC[C@H]1N(CCC1)C 4'-((R)-2-(Methoxymethyl)-4-tritylpiperazin-1-yl)-2'-(((S)-1-methylpyrrolidin-2-yl)methoxy)-3,4,5',8'-tetrahydro-2H,6'H-spiro[naphthalene-1,7'-quinazolin]-7-ol